5-(4-((2R,6R)-4-acryloyl-6-methyl-1-(methylsulfonyl)piperazin-2-yl)-6-chloropyridin-2-yl)-N-methyl-pyridazine-3-carboxamide C(C=C)(=O)N1C[C@H](N([C@@H](C1)C)S(=O)(=O)C)C1=CC(=NC(=C1)Cl)C=1C=C(N=NC1)C(=O)NC